Cl.FC1=C(C(=O)O)C=CC(=C1)NC(C1=NC=C(C=C1)CCCCC)=O 2-fluoro-4-(5-pentylpicolinamido)benzoic acid hydrogen chloride